(S)-1-cyclopropyl-5-methoxy-N-(6-(5-methyl-6,7-dihydro-5H-pyrrolo[2,1-c][1,2,4]triazol-3-yl)pyridin-2-yl)-1H-pyrazole-4-carboxamide C1(CC1)N1N=CC(=C1OC)C(=O)NC1=NC(=CC=C1)C=1N2C(=NN1)CC[C@@H]2C